3-((4-(4,4,5,5-tetramethyl-1,3,2-dioxaborolan-2-yl)-1H-pyrazol-1-yl)methyl)pyridine CC1(OB(OC1(C)C)C=1C=NN(C1)CC=1C=NC=CC1)C